C(S)(O)=S.NC(=S)N Thiourea dithiocarbonate